[N+](=O)(OCCCCCC(C)(C)C1=CC(=C2[C@H]3[C@H](C(OC2=C1)(C)C)CCC(=C3)C)O)[O-] [6-[(6Ar,10aR)-1-hydroxy-6,6,9-trimethyl-6a,7,8,10a-tetrahydrobenzo[c]chromen-3-yl]-6-methylheptyl] nitrate